6-nitro-7-azido-pyrazolo[3,4-d][1,2,3]triazine-2-oxide [N+](=O)([O-])N1N(C=2N=[N+](N=CC2C1)[O-])N=[N+]=[N-]